methyl (2S,4S)-4-[(tert-butyldimethylsilyl)oxy]pyrrolidine-2-carboxylate [Si](C)(C)(C(C)(C)C)O[C@H]1C[C@H](NC1)C(=O)OC